FC1=C(C=CC=C1)N1CC(C1)C=1C=C2CCC(C2=CC1)N1CCC(CC1)C(=O)O (5-(1-(2-fluorophenyl)azetidin-3-yl)-2,3-dihydro-1H-inden-1-yl)piperidine-4-carboxylic acid